2,6-dihydroxyl-benzaldehyde OC1=C(C=O)C(=CC=C1)O